aluminum compound with sulfuric acid S(O)(O)(=O)=O.[Al]